NC([C@H]([C@@H](C)O)NC1CN(C2(CNC2=O)C1)C(=O)OC(C)(C)C)=O Tert-Butyl 7-(((2S,3R)-1-amino-3-hydroxy-1-oxobutan-2-yl)amino)-1-oxo-2,5-diazaspiro[3.4]octane-5-carboxylate